4-(3-fluorophenyl)-3-oxo-6-(trifluoromethyl)-3H-pyrido[1,2-c]pyrimidine FC=1C=C(C=CC1)C1=C2N(C=NC1=O)C=CC(=C2)C(F)(F)F